5-((4-chloro-5-((2,2'-dimethyl-3''-nitro-4''-(2-oxoethoxy)-[1,1':3',1''-terphenyl]-3-yl)methoxy)-2-formylphenoxy)methyl)nicotinonitrile ClC1=CC(=C(OCC=2C=NC=C(C#N)C2)C=C1OCC=1C(=C(C=CC1)C1=C(C(=CC=C1)C1=CC(=C(C=C1)OCC=O)[N+](=O)[O-])C)C)C=O